ClC=1N=C(N2C1C(=NC=C2)N(C(=O)OC(C)(C)C)C(=O)OC(C)(C)C)C(C)C2=C(C(=C(C(=C2)Cl)C)I)OCC di-tert-butyl (1-chloro-3-(1-(5-chloro-2-ethoxy-3-iodo-4-methylphenyl)ethyl)imidazo[1,5-a]pyrazin-8-yl)iminodiformate